ClC1=NC=C(C(=C1)N1[C@@H](CN(CC1)CC[C@@H]1CC[C@H](CC1)N)C)Cl trans-4-(2-((R)-4-(2,5-dichloropyridin-4-yl)-3-methylpiperazin-1-yl)ethyl)cyclohexane-1-amine